7-fluoro-4-(8-fluoro-2-(((2R,7aS)-2-fluorotetrahydro-1H-pyrrolizin-7a(5H)-yl)methoxy)-4-(spiro[3.3]heptan-2-ylamino)-6-(trifluoromethyl)quinazolin-7-yl)benzo[d]thiazol-2-amine FC1=CC=C(C=2N=C(SC21)N)C2=C(C=C1C(=NC(=NC1=C2F)OC[C@]21CCCN1C[C@@H](C2)F)NC2CC1(C2)CCC1)C(F)(F)F